ClC=1C=C2C(=CN1)N(N=C2C(C)(O)C2CCCC2)C(F)F (5-chloro-1-(difluoromethyl)-1H-pyrazolo[3,4-c]pyridin-3-yl)-1-cyclopentylethan-1-ol